3-chloropyridyl-pyrazolidone tertbutyl-N-[1-[1-[(3S)-2,6-dioxo-3-piperidyl]-3,4-dihydro-2H-quinolin-5-yl]-4-piperidyl]-N-methyl-carbamate C(C)(C)(C)OC(N(C)C1CCN(CC1)C1=C2CCCN(C2=CC=C1)[C@@H]1C(NC(CC1)=O)=O)=O.ClC=1C(=NC=CC1)N1NC(CC1)=O